ClC1=CC=CC2=C1N(C(=N2)NC(C2=CC(=NC=C2)C)=O)C2=CN(C=CC=C2)C(C=CCN(C)C)=O N-(7-chloro-1-(1-(4-(dimethylamino)but-2-enoyl)azepin-3-yl)-1H-benzo[d]imidazol-2-yl)-2-methylisonicotinamide